1-methoxy-3-(3-methylphenoxy)benzene COC1=CC(=CC=C1)OC1=CC(=CC=C1)C